ClC=1C2=C(N=C(N1)NC1=C(C=C(C=C1)N1CCC(CC1)N(C)C)OC)N(CC2)CC2=CC=C(C=C2)OC 4-chloro-N-(4-(4-(dimethylamino)piperidin-1-yl)-2-methoxyphenyl)-7-(4-methoxybenzyl)-6,7-dihydro-5H-pyrrolo[2,3-d]pyrimidin-2-amine